bismyristyl thiodipropionate S(CCC(=O)OCCCCCCCCCCCCCC)CCC(=O)OCCCCCCCCCCCCCC